CC1=NN(C=C1NC([O-])=O)CC(F)(F)F [3-methyl-1-(2,2,2-trifluoroethyl)pyrazol-4-yl]carbamate